COC1=CC=C(C=C1)C1(OC2=C3C(=C4C(=C2C=C1)C(C=1C=C(C=CC14)C)(C)C)C=CC(=C3)C)C3=CC=C(C=C3)OC 3,3-bis(4-methoxyphenyl)-6,11,13,13-tetramethyl-3,13-dihydrobenzo[h]indeno[2,1-f]chromene